C1(=CC(=CC=C1)CC1N(CC2(CC2)C1NS(=O)(=O)C)C(=O)OC(C)(C)C)C1=CC=CC=C1 tert-butyl 6-([1,1'-biphenyl]-3-ylmethyl)-7-(methylsulfonamido)-5-azaspiro[2.4]heptane-5-carboxylate